2-{5-(6-phenyl-dibenzofuran-4-yl)-1,1'-biphenyl-3-yl}-4,6-diphenyl-1,3,5-triazine C1(=CC=CC=C1)C1=CC=CC=2C3=C(OC21)C(=CC=C3)C=3C=C(C=C(C3)C3=CC=CC=C3)C3=NC(=NC(=N3)C3=CC=CC=C3)C3=CC=CC=C3